ClC1=C(C(=O)N2CC3=C(C=CC(=C3CC2)CC2CCN(CC2)C2=C(C=C(NC3C(NC(CC3)=O)=O)C=C2)F)F)C(=CC(=C1)C1=CN(C(C2=CN=CC=C12)=O)C)OC 3-[4-[4-[[2-[2-chloro-6-methoxy-4-(2-methyl-1-oxo-2,7-naphthyridin-4-yl)benzoyl]-8-fluoro-3,4-dihydro-1H-isoquinolin-5-yl]methyl]-1-piperidinyl]-3-fluoro-anilino]piperidine-2,6-dione